N-(9-((2R,3R,4R,5R)-3-fluoro-4-hydroxy-5-(hydroxymethyl)tetrahydrofuran-2-yl)-9H-purin-6-yl)benzamide F[C@H]1[C@@H](O[C@@H]([C@H]1O)CO)N1C2=NC=NC(=C2N=C1)NC(C1=CC=CC=C1)=O